Nickel(II) bromid-Hydrat O.[Ni](Br)Br